ClC1=CC=C(C(=N1)F)C(C(F)(F)F)=O 1-(6-chloro-2-fluoro-3-pyridyl)-2,2,2-trifluoro-ethanone